NC=1C=2N(C3=CC(=C(C=C3N1)F)C(=O)N1[C@@H]3[C@H](O[C@@H](C1)C([2H])([2H])[2H])CC=1C=C(C=CC13)C(F)(F)F)C=NC2 (4-amino-7-fluoroimidazo[1,5-a]quinoxalin-8-yl)((2R,4aS,9aR)-2-(methyl-d3)-7-(trifluoromethyl)-2,3,9,9a-tetrahydroindeno[2,1-b][1,4]oxazin-4(4aH)-yl)methanone